3-((6-methoxy-3,4-dihydroisoquinolin-2(1H)-yl)carbonyl)-1,5,7-trimethyl-1,5-dihydro-4H-pyrrolo[3,2-c]pyridin-4-one COC=1C=C2CCN(CC2=CC1)C(=O)C1=CN(C2=C1C(N(C=C2C)C)=O)C